(3R)-N-[5-(2-chloro-6-methyl-4-pyridyl)-4-(3-cyanophenyl)thiazol-2-yl]-3-(1-hydroxy-1-methyl-ethyl)piperazine-1-carboxamide ClC1=NC(=CC(=C1)C1=C(N=C(S1)NC(=O)N1C[C@@H](NCC1)C(C)(C)O)C1=CC(=CC=C1)C#N)C